(2S)-2-(4-fluorophenyl)-N-{4-[3-(pyridin-2-yl)-1H-pyrrolo[3,2-b]pyridin-2-yl]pyridin-2-yl}propanamide FC1=CC=C(C=C1)[C@@H](C(=O)NC1=NC=CC(=C1)C1=C(C2=NC=CC=C2N1)C1=NC=CC=C1)C